C(C)(C)(C)OC(=O)N1N=C(C2=CC=C(C=C12)[C@@H]1C[C@@]12C(N(C1=CC=C(C=C21)OC)C(=O)OC(C)(C)C)=O)NC=2N=CC=C1C2OCC1 Tert-butyl (1R,2S)-2-[1-(tert-butoxycarbonyl)-3-[2H,3H-furo[2,3-c]Pyridin-7-ylamino]indazol-6-yl]-5'-methoxy-2'-oxospiro[cyclopropane-1,3'-indole]-1'-carboxylate